hexyl 2-(formyloxy)-2-methylpropionate C(=O)OC(C(=O)OCCCCCC)(C)C